hydroxydecenoyl-carnitine OCCCCCCCC=CC(=O)C(O)(C[N+](C)(C)C)CC([O-])=O